2-(((1-(difluoromethyl)-1H-tetrazol-5-yl)methoxy)methyl)-6-(trifluoromethyl)nicotinic acid FC(N1N=NN=C1COCC1=C(C(=O)O)C=CC(=N1)C(F)(F)F)F